3-hydroxypregnane Dimethyl-2-(3-bromo-2-fluoro-4-iodo-6-(methoxycarbonyl)phenyl)malonate CC(OC(=O)C1=CC(=C(C(=C1C(C(=O)O)C(=O)O)F)Br)I)C.OC1CC2CC[C@H]3[C@@H]4CC[C@H](CC)[C@]4(CC[C@@H]3[C@]2(CC1)C)C